N=1ON=C2C1C=CC(=C2)C2=NN(C(=C2C(=O)N)C(F)(F)F)C2=CC=CN1C2=NC=CC1=O (benzo[c][1,2,5]oxadiazol-5-yl)-1-(4-oxo-4H-pyrido[1,2-a]pyrimidin-9-yl)-5-(trifluoromethyl)-1H-pyrazole-4-carboxamide